(R)-pyrrolidinol N1(CCCC1)O